tert-butyl (6-(4-((5-chloro-6-(2H-1,2,3-triazol-2-yl)pyridin-3-yl)carbamoyl)-5-(trifluoromethyl)-1H-pyrazol-1-yl)pyridin-2-yl)carbamate ClC=1C=C(C=NC1N1N=CC=N1)NC(=O)C=1C=NN(C1C(F)(F)F)C1=CC=CC(=N1)NC(OC(C)(C)C)=O